COC(=O)C1=C(C2=CC=C(C(=C2C=C1)Br)C(=O)OC)Br 1,5-dibromo-2,6-naphthalenedicarboxylic acid dimethyl ester